4-(3-{[(tert-butoxy)carbonyl]amino}-4,4-dimethylpiperidin-1-yl)butanoic acid C(C)(C)(C)OC(=O)NC1CN(CCC1(C)C)CCCC(=O)O